C1(CC1)C(=O)NC1=CC(=C(N=N1)C(=O)NC([2H])([2H])[2H])NC1=CC=CC=2C=3C(CN(C12)C)=NN(N3)C 6-(cyclopropanecarboxamido)-4-((2,5-dimethyl-4,5-dihydro-2H-[1,2,3]triazolo[4,5-c]quinolin-6-yl)amino)-N-(methyl-d3)pyridazine-3-carboxamide